9,9-bis(5-carboxy-1-naphthyl)fluorene C(=O)(O)C1=C2C=CC=C(C2=CC=C1)C1(C2=CC=CC=C2C=2C=CC=CC12)C1=CC=CC2=C(C=CC=C12)C(=O)O